ClC1=CC=C2C(=N1)N=C(N2)CC=2N=C1N(C(=C(N=C1C=1C(=NN(C1C)C)C)F)C1=C(C=C(C(=C1)OC)OC)Cl)C2 5-chloro-2-((5-(2-chloro-4,5-dimethoxyphenyl)-6-fluoro-8-(1,3,5-trimethyl-1H-pyrazol-4-yl)imidazo[1,2-a]pyrazin-2-yl)methyl)-1H-imidazo[4,5-b]pyridine